tert-Butyl ((3-bromo-4-oxo-4H-pyrido[1,2-a]pyrimidin-8-yl)methyl)(2-hydroxyethyl)carbamate BrC1=CN=C2N(C1=O)C=CC(=C2)CN(C(OC(C)(C)C)=O)CCO